2-(3-(2-fluoro-4-(2-((S)-6-oxohexahydropyrrolo[1,2-a]pyrazin-2(1H)-yl)ethoxy)phenyl)ureido)-N-(4-(((2S,4R)-2-methyl-1-propionyl-1,2,3,4-tetrahydroquinolin-4-yl)amino)phenyl)acetamide FC1=C(C=CC(=C1)OCCN1C[C@H]2N(CC1)C(CC2)=O)NC(NCC(=O)NC2=CC=C(C=C2)N[C@@H]2C[C@@H](N(C1=CC=CC=C21)C(CC)=O)C)=O